1-[3-(5-methyl-3-pyridyl)-1,2,4-oxadiazole-5-yl]Ethylamine CC=1C=C(C=NC1)C1=NOC(=N1)C(C)N